methyl 1-(2,3-difluoro-4-((2-fluoro-4-(trifluoromethyl) benzyl) oxy) benzyl)-1H-imidazole-5-carboxylate FC1=C(CN2C=NC=C2C(=O)OC)C=CC(=C1F)OCC1=C(C=C(C=C1)C(F)(F)F)F